[Sn].[Ru].[Pt] platinum ruthenium tin